[2-[tert-butyl(dimethyl)silyl]oxy-1-(2-pyridyl)ethyl]methanesulfonate [Si](C)(C)(C(C)(C)C)OCC(C1=NC=CC=C1)CS(=O)(=O)[O-]